COC(=O)C1(CCCCC1)N1N=C(C(=C1)N)C(F)F 3-difluoromethyl-4-amino-1H-Pyrazol-1-yl-cyclohexylcarboxylic acid methyl ester